NC=1N=C(SC1C(C1=CC=C(C=C1)OC)=O)N(C1=CC=C(C=C1)Cl)C(C(=O)N)C (N-[4-amino-5-(4-methoxybenzoyl)thiazol-2-yl]-4-chloro-anilino)propionamide